HexafluoroIsopropyl Alcohol C(C(F)(F)F)(C(F)(F)F)O